ethyl 2-{7-methylimidazo[1,2-a]pyridin-2-yl}acetate CC1=CC=2N(C=C1)C=C(N2)CC(=O)OCC